C(C)(C)(C)OC(=O)NCC1=CN=C(C=C1C(=O)OC)C1=CC=C(C=C1)F methyl 5-(((tert-butoxycarbonyl)amino)methyl)-2-(4-fluorophenyl)isonicotinate